[1,4]thiazin-2(3H)-one S1C(CNC=C1)=O